CC1=CSOC(=C1)C 4,6-dimethyl-1,2-oxathiine